BrC1=C(C=C2C(CC(NC2=C1)=O)=O)Cl 7-bromo-6-chloroquinoline-2,4(1H,3H)-dione